1-(4-bromo-2-fluorophenyl)ethanone BrC1=CC(=C(C=C1)C(C)=O)F